(E)-N-fluorenylmethoxycarbonyl-N'-trityl-L-glutamine C1(=CC=CC=2C3=CC=CC=C3CC12)COC(=O)N[C@@H](CCC(NC(C1=CC=CC=C1)(C1=CC=CC=C1)C1=CC=CC=C1)=O)C(=O)O